2,3,6-trimethyl-5-vinylbenzoate CC1=C(C(=O)[O-])C(=C(C=C1C)C=C)C